3-(((Allyloxy)carbonyl)(methyl)amino)-4-morpholino-4-oxobutanoic acid C(C=C)OC(=O)N(C(CC(=O)O)C(=O)N1CCOCC1)C